ClC1=C(C=CC=C1OC)NC(=O)NCC=1C=C2CN(C(C2=CC1)=O)C1C(NC(CC1)=O)=O 1-(2-chloro-3-methoxy-phenyl)-3-[[2-(2,6-dioxo-3-piperidyl)-1-oxo-isoindolin-5-yl]methyl]urea